C1(CC1)C1=NC(=NO1)C=1C=C2CC[C@H](C2=CC1)NC(=O)C1=CN=C(O1)C (R)-N-(5-(5-cyclopropyl-1,2,4-oxadiazol-3-yl)-2,3-dihydro-1H-inden-1-yl)-2-methyloxazole-5-carboxamide